O=C1NC2=C(C=CC=C2C=C1C(=O)O)C(=O)O 1,2-dihydro-2-oxo-3,8-quinolinedicarboxylic acid